BrCC1=CC=C(C=C1)C=O 4-bromomethylphenyl-methanone